fluorine calcium phosphate salt P(=O)([O-])([O-])[O-].[Ca+2].[F].P(=O)([O-])([O-])[O-].[Ca+2].[Ca+2]